(7R)-7-[4-(prop-2-enoyl)piperazin-1-yl]-2-{4-[3-(trifluoromethoxy)phenoxy]phenyl}-4,5,6,7-tetrahydro-2H-pyrazolo[4,3-b]pyridine-3-carboxamide C(C=C)(=O)N1CCN(CC1)[C@H]1C=2C(NCC1)=C(N(N2)C2=CC=C(C=C2)OC2=CC(=CC=C2)OC(F)(F)F)C(=O)N